ethylene glycol tertiarybutyl ether C(C)(C)(C)OCCO